1,1'-bis(diphenylphosphino)ferrocene dichloride Palladium(II) [Pd+2].[Cl-].[Cl-].C1(=CC=CC=C1)P([C-]1C=CC=C1)C1=CC=CC=C1.[C-]1(C=CC=C1)P(C1=CC=CC=C1)C1=CC=CC=C1.[Fe+2]